2-chloro-N-[5-(4-{5-[chloro(difluoro)methyl]-1,2,4-oxadiazol-3-yl}benzyl)-1,3-thiazol-2-yl]-2,2-difluoroacetamide ClC(C(=O)NC=1SC(=CN1)CC1=CC=C(C=C1)C1=NOC(=N1)C(F)(F)Cl)(F)F